ClC=1C=C2C(=NC=NC2=C(C1C1=CC=C(C2=C1N=CS2)F)F)N2CCNCC2 4-[6-chloro-8-fluoro-4-(piperazin-1-yl)quinazolin-7-yl]-7-fluoro-1,3-benzothiazol